C(C)(C)(C)OC(NC1=C(C=C(C(=C1)N1CCC(CC1)N1CCN(CC1)C)F)N)=O tert-butyl(2-amino-4-fluoro-5-(4-(4-methylpiperazin-1-yl)piperidin-1-yl)phenyl)carbamate